tert-butyl 2-(((((S)-4-((3-chloro-4-fluorophenyl)carbamoyl)-7-fluoro-2,3-dihydro-1H-inden-1-yl)carbamoyl)oxy)methyl)-4,4-difluoropyrrolidine-1-carboxylate ClC=1C=C(C=CC1F)NC(=O)C1=C2CC[C@@H](C2=C(C=C1)F)NC(=O)OCC1N(CC(C1)(F)F)C(=O)OC(C)(C)C